NCCCCCC(=O)C1=NC(=NC(=N1)C(CCCCCN)=O)C(CCCCCN)=O 2,4,6-tri(6-aminocaproyl)-1,3,5-triazine